(1S,4S)-4-(trimethylsilyl)cyclohexylamine C[Si](C1CCC(CC1)N)(C)C